3,5-dihydroxyphenyl hydrogen sulfate S(=O)(=O)(OC1=CC(=CC(=C1)O)O)O